1-(4-benzylmorpholin-2-yl)-N-({5-[5-(trifluoromethyl)-1,2,4-oxadiazol-3-yl]pyridin-2-yl}methyl)methanamine C(C1=CC=CC=C1)N1CC(OCC1)CNCC1=NC=C(C=C1)C1=NOC(=N1)C(F)(F)F